DL-aspartyl-amine N[C@@H](CC(=O)O)C(=O)N |r|